7-bromo-1-(4-nitrophenylethyl)-1,2,3,4-tetrahydroquinoline BrC1=CC=C2CCCN(C2=C1)CCC1=CC=C(C=C1)[N+](=O)[O-]